C(C=C)(=O)OCC(C(C(C(C(C(F)F)(F)F)(F)F)(F)F)(F)F)(F)F 2,2,3,3,4,4,5,5,6,6,7,7-dodecafluoro-heptyl acrylate